(1-methoxyprop-1-en-2-yl)naphthalene COC=C(C)C1=CC=CC2=CC=CC=C12